C(C)C1=C(C(=C(C=C1)O)OCCCCCC)CC Diethylhexyl-oxyphenol